N-ethyl-5-fluoro-2-(6-{1-[1-(3-hydroxyoxetane-3-yl)-4-methylpentane-3-yl]azetidin-3-yl}-3-methylimidazo[1,5-a]pyridin-8-yl)-N-(isopropyl)benzamide C(C)N(C(C1=C(C=CC(=C1)F)C=1C=2N(C=C(C1)C1CN(C1)C(CCC1(COC1)O)C(C)C)C(=NC2)C)=O)C(C)C